O[C@H]1C2CCC(C1)N2CC(=O)C2=C(N(C(=C2)\C=C\CCSC)C2=CC=C(C#N)C=C2)C 4-(3-(2-((2R)-2-hydroxy-7-azabicyclo[2.2.1]heptan-7-yl)acetyl)-2-methyl-5-((E)-4-(methylsulfanyl)but-1-en-1-yl)-1H-pyrrol-1-yl)benzonitrile